ClC1=C(C=CC=C1)[C@H]1OCC[C@H](O1)C1=C(C=CC=C1)O (2S,4S,5R)-2-(2-chlorophenyl)-4-(2-hydroxyphenyl)-1,3-dioxan